(6-ethoxycarbonyl-8-ethyl-5-oxo-1,8-naphthyridin-3-yl)boronic acid C(C)OC(=O)C=1C(C=2C=C(C=NC2N(C1)CC)B(O)O)=O